3-[5-[2-(tert-butylcarbamoyl)-2-cyanoeth-1-en-1-yl]-2-fluorophenoxy]propanoic acid C(C)(C)(C)NC(=O)C(=CC=1C=CC(=C(OCCC(=O)O)C1)F)C#N